benzyl (2R,3S,5R)-3-(N-(4-methoxybenzyl)methylsulfonamido)-5-methyl-2-(((triethylsilyl)oxy)methyl)pyrrolidine-1-carboxylate COC1=CC=C(CN(S(=O)(=O)C)[C@@H]2[C@@H](N([C@@H](C2)C)C(=O)OCC2=CC=CC=C2)CO[Si](CC)(CC)CC)C=C1